N-isopropyl-acrylamide, 2-acrylamido-2-methylpropanesulfonic acid salt C(C=C)(=O)NC(CS(=O)(=O)O)(C)C.C(C)(C)NC(C=C)=O